5-(6-(azetidin-1-yl)-5-(piperidin-4-ylmethylamino)pyridazin-3-ylamino)pyrazine-2-carbonitrile N1(CCC1)C1=C(C=C(N=N1)NC=1N=CC(=NC1)C#N)NCC1CCNCC1